C(C1=CC=CC=C1)(=O)[O-].C(C1=CC=CC=C1)(=O)[O-].[Mn+2] manganese (II) bis-benzoate